3-bromo-1H-pyrazin-2-one BrC=1C(NC=CN1)=O